(S)-2-((((4-((4-(2,3-bis(tert-butoxycarbonyl)guanidino)benzoyl)oxy)benzyl)oxy)carbonyl)(2-(tert-butoxy)-2-oxoethyl)amino)-4-(tert-butoxy)-oxobutanoic acid C(C)(C)(C)OC(=O)N=C(NC1=CC=C(C(=O)OC2=CC=C(COC(=O)N([C@H](C(=O)O)C(COC(C)(C)C)=O)CC(=O)OC(C)(C)C)C=C2)C=C1)NC(=O)OC(C)(C)C